oxazin triacetate C(C)(=O)O.C(C)(=O)O.C(C)(=O)O.O1NC=CC=C1